[Na+].OCCN(CCO)CC(CS(=O)(=O)[O-])O 3-[N,N-bis(hydroxyethyl)amino]-2-hydroxypropanesulfonate sodium salt